CC1CN=C(CC1)C=1C=CC(=NC1)C(F)(F)F 5-(3-methyl-2,3,4,5-tetrahydropyridin-6-yl)-2-(trifluoromethyl)pyridine